2-((4-(2-aminothiazolo[5,4-b]pyridin-5-yl)phenyl)amino)-2-oxoethyl acetate C(C)(=O)OCC(=O)NC1=CC=C(C=C1)C1=CC=C2C(=N1)SC(=N2)N